ClC=1C(=C(CN2[C@@H](C[C@@](CC2)(C(=O)O)CC2=NC(=CC(=C2F)C2(CC2)O)NC2=NNC(=C2)C)C)C=CC1)F (2R,4R)-1-(3-chloro-2-fluorobenzyl)-4-((3-fluoro-4-(1-hydroxy-cyclopropyl)-6-((5-methyl-1H-pyrazol-3-yl)amino)pyridin-2-yl)-methyl)-2-methylpiperidine-4-carboxylic acid